5-(3-sulphonatopropylsulphamoyl)xanthene-10-ium-4-sulphonate S(=O)(=O)([O-])CCCNS(=O)(=O)C1=C2[O+]=C3C(=CC=CC3=CC2=CC=C1)S(=O)(=O)[O-]